CC(C)(C)[S@@](=O)N[C@H](C)C1=CC(=CC(=C1)C(F)(F)F)[N+](=O)[O-] (R)-2-methyl-N-{(R)-1-[3-nitro-5-(trifluoromethyl)phenyl]ethyl}propane-2-sulfinylamine